C(#N)N1C[C@H](CC1)C(=O)NC=1N=CC2=CC=CC=C2C1 (S)-1-cyano-N-(isoquinolin-3-yl)pyrrolidine-3-carboxamide